COC1=C(C=CC(=N1)C1=CC=CC2=C1OC(CO2)CNC(=O)C2CCOCC2)NC2=CC=C(C=C2)CNCC2NCCOC2 Tetrahydro-pyran-4-carboxylic acid {8-[6-methoxy-5-(4-{[(morpholin-3-ylmethyl)-amino]-methyl}-phenylamino)-pyridin-2-yl]-2,3-dihydro-benzo[1,4]dioxin-2-ylmethyl}-amide